CC(C(=O)OCC(C)(N=C=O)C1=CC(=C(C=C1)Cl)Cl)(C)C 2-(3,4-dichlorophenyl)-2-isocyanatopropyl 2,2-dimethylpropionate